C(CCCC)(=O)OC[C@@H](OC(CCCC)=O)COP(=O)(O)OCC[N+](C)(C)C 1,2-Dipentanoyl-sn-glycero-3-phosphorylcholine